(3-hydroxy-1-(hydroxyamino)-1-oxopropan-2-yl)-1-((2-methyl-[1,1'-biphenyl]-3-yl)methyl)piperidine-3-carboxamide OCC(C(=O)NO)C1N(CCCC1C(=O)N)CC=1C(=C(C=CC1)C1=CC=CC=C1)C